tert-butyl (S)-((7-(((4-aminobutyl)amino)methyl)imidazo[1,2-b]pyridazin-2-yl)(4,4-difluorocyclohexyl)methyl)carbamate NCCCCNCC1=CC=2N(N=C1)C=C(N2)[C@H](C2CCC(CC2)(F)F)NC(OC(C)(C)C)=O